N1=CC=CC=2C=CC(CC12)=O quinolin-7(8H)-one